N-((1s,3s)-3-(9-(1-isopropyl-1H-indazol-5-yl)-8-(1-methyl-1H-pyrazol-4-yl)-2-oxo-2,3,4,7-tetrahydro-1H-pyrrolo[3',2':5,6]pyrido[4,3-d]pyrimidin-1-yl)cyclobutyl)acetamide C(C)(C)N1N=CC2=CC(=CC=C12)C1=C(NC2=C1C=1N(C(NCC1C=N2)=O)C2CC(C2)NC(C)=O)C=2C=NN(C2)C